[Na+].O=C1C(O)=C([O-])[C@H](O1)[C@@H](O)CO (+)-L-ascorbic acid sodium salt